C(CCCCCCCCCCCCCCCCCCCCCCCCCCCCCCCCCC)(=O)OCCCCCCCC\C=C\CCCCCCCC elaidyl pentatriacontanoate